C(C)CC(CC(=O)[O-])=O.C(C)CC(CC(=O)[O-])=O.C(C)CC(CC(=O)[O-])=O.C(CC)O[Ti+3] mono-n-propoxytitanium tris(ethylacetoacetate)